tert-butyl 3-((4-bromo-2-nitro-6-(trifluoromethyl)phenyl)amino)azetidine-1-carboxylate BrC1=CC(=C(C(=C1)C(F)(F)F)NC1CN(C1)C(=O)OC(C)(C)C)[N+](=O)[O-]